((7R)-7-Amino-2-azabicyclo[2.2.1]heptan-2-yl)(2-(1-(cyclopropylmethyl)-6-(3-fluoro-4-hydroxyphenyl)-1H-indol-2-yl)-4-fluoro-3-methylpyrazolo[1,5-a]pyridin-6-yl)methanone N[C@H]1C2N(CC1CC2)C(=O)C=2C=C(C=1N(C2)N=C(C1C)C=1N(C2=CC(=CC=C2C1)C1=CC(=C(C=C1)O)F)CC1CC1)F